COC=1C=C(CNC2=CN=C3N(C2=O)[C@@H](CC3)C(=O)NCC=3C=CC(=NC3C)NC(OC(C)(C)C)=O)C=C(C1)C tert-butyl (S)-(5-((3-((3-methoxy-5-methylbenzyl)amino)-4-oxo-4,6,7,8-tetrahydropyrrolo[1,2-a]pyrimidine-6-carboxamido)methyl)-6-methylpyridin-2-yl)carbamate